8-Methoxy-3-(4-(4,4,5,5-tetramethyl-1,3,2-dioxaborolan-2-yl)phenyl)-2-(trifluoromethyl)-4H-pyrido[1,2-a]pyrimidin-4-one COC1=CC=2N(C(C(=C(N2)C(F)(F)F)C2=CC=C(C=C2)B2OC(C(O2)(C)C)(C)C)=O)C=C1